(S)-4-(4-(1-(4-(methylsulfonyl)phenyl)ethoxy)phenyl)-1H-imidazole CS(=O)(=O)C1=CC=C(C=C1)[C@H](C)OC1=CC=C(C=C1)C=1N=CNC1